CC=1C=NN(C1C1=C(C(=O)O)C=CN=C1)C1OCCCC1 3-(4-methyl-1-(tetrahydro-2H-pyran-2-yl)-1H-pyrazol-5-yl)isonicotinic acid